1-(2-oxo-1,2-dihydropyrrolo[4,3,2-de]quinazolin-6-yl)-5-trifluoromethyl-1H-pyrazole-4-carboxylic acid O=C1NC=2C3=C1N=CN=C3C(=CC2)N2N=CC(=C2C(F)(F)F)C(=O)O